CC1=CC=NC(=C1)C=1N(C=CC1)C 4-methyl-6-(1-methyl-1H-pyrrol-2-yl)pyridin